Tert-butyl (1-((1-(1-(4-methoxybenzyl)-2,6-dioxopiperidin-3-yl)-3-methyl-2-oxo-2,3-dihydro-1H-benzo[d]imidazol-4-yl)methyl)piperidin-4-yl)carbamate COC1=CC=C(CN2C(C(CCC2=O)N2C(N(C3=C2C=CC=C3CN3CCC(CC3)NC(OC(C)(C)C)=O)C)=O)=O)C=C1